ClC=1C(=CC(=NC1)OC)C(C(=S)N1C[C@@]2(NC3=NC(=C(C=C3CC2)C2=NC=CC=N2)C)CC1)C 2-(5-chloro-2-methoxypyridin-4-yl)-1-((S)-7'-methyl-6'-(pyrimidin-2-yl)-3',4'-dihydro-1'h-spiro[pyrrolidin-3,2'-[1,8]naphthyridin]-1-yl)propane-1-thione